N1(CCC1)C=1C(=NC(=CC1)NC1=CC(=C2C(=N1)NN(C2=O)C)NC2=C(C(=CC=C2)Cl)OC)C#N 3-(azetidin-1-yl)-6-((4-((3-chloro-2-methoxyphenyl)amino)-2-methyl-3-oxo-2,3-dihydro-1H-pyrazolo[3,4-b]pyridin-6-yl)amino)pyridinecarbonitrile